2-((S)-4-((R)-1'-methyl-2-(((S)-1-methylpyrrolidin-2-yl)methoxy)-1',4',5,8-tetrahydro-2'H,6H-spiro[quinazoline-7,3'-quinolin]-4-yl)piperazin-2-yl)acetonitrile CN1C[C@@]2(CC3=CC=CC=C13)CCC=1C(=NC(=NC1C2)OC[C@H]2N(CCC2)C)N2C[C@@H](NCC2)CC#N